C1(CCCCC1)C1=CC=C(C=C1)NC=1C2=C(N=C(N1)N1C[C@H](OCC1)C)C(N(C2)CC)=O 4-[(4-cyclohexylphenyl)amino]-6-ethyl-2-[(2R)-2-methylmorpholin-4-yl]-5,6-dihydro-7H-pyrrolo[3,4-d]pyrimidin-7-one